ClC=1C=C2C=CN(C2=C(C1)C1=C2C(=NC=C1)C=C(S2)CN2C(N(C=C(C2=O)F)CC)=O)CC2(CCNCC2)C#N 4-((5-Chloro-7-(2-((3-ethyl-5-fluoro-2,6-dioxo-3,6-dihydropyrimidin-1(2H)-yl)Methyl)thieno[3,2-b]pyridin-7-yl)-1H-indol-1-yl)methyl)piperidine-4-carbonitrile